Meth-ylethylketon CC(=O)CC